COCC1CC(C1)N1[C@H]2[C@@](CCC1)(CCC2)COC=2N=CC1=C(N2)C(=C(N=C1)C1=CC(=CC2=CC=C(C(=C12)C#C)F)O)F 2-{[(4aS,7aR)-1-[3-(methoxymethyl)cyclobutyl]-octahydro-1H-cyclopenta[b]pyridin-4a-yl]methoxy}-7-(8-ethynyl-7-fluoro-3-hydroxy-naphthalen-1-yl)-8-fluoropyrido[4,3-d]pyrimidin